CC(CC1C(CCCCCCCCCC1)=O)=C 2-(2-Methylallyl)cyclododecanone